O1C(OCC1)C1=C(C=C(C=C1OCC1=CC=C(C=C1)OC)F)B1OC(C(O1)(C)C)(C)C 2-[2-(1,3-dioxolan-2-yl)-5-fluoro-3-[(4-methoxyphenyl)methoxy]phenyl]-4,4,5,5-tetramethyl-1,3,2-dioxaborolane